3-nitropyrazole [N+](=O)([O-])C1=NNC=C1